1-Nonyl-1-ethylpyrrolidinium methansulfonat CS(=O)(=O)[O-].C(CCCCCCCC)[N+]1(CCCC1)CC